NC=1C=C2C(CN(C(C2=CC1)=O)C(=O)OCCCC)(C)C butyl 6-amino-4,4-dimethyl-1-oxo-3H-isoquinoline-2-carboxylate